NC=1C(NC2=NC(=C(C=C2C1C1=C2C=NNC2=C(C=C1)Cl)OC1CC(C1)F)C)=O 3-amino-4-(7-chloro-1H-indazol-4-yl)-6-((1r,3r)-3-fluorocyclobutyl)oxy-7-methyl-1H-1,8-naphthyridin-2-one